C(CCCCCCCCCCCCCCCCCCC)(=O)O[C@@H]1[C@](O[C@H](C1)N1C2=NC(=NC(=C2N=C1)N)F)(COP(=O)(OC1=CC=CC=C1)N[C@H](C(=O)OC(C)C)C)C#C (2R,3S,5R)-5-(6-Amino-2-fluoro-9H-purin-9-yl)-2-ethynyl-2-((((((S)-1-isopropoxy-1-oxopropan-2-yl)amino)(phenoxy)phosphoryl)oxy)methyl)tetrahydrofuran-3-yl icosanoate